COC1=C(C2=CC=CC=C2C=C1)CC1=C(C=CC2=CC=CC=C12)OCCO 2-((1-((2-methoxynaphthalen-1-yl)methyl)naphthalen-2-yl)oxy)ethan-1-ol